1-(3,5-difluoro-4-(3-(1-methyl-1H-pyrazol-4-yl)-1H-pyrazolo[3,4-c]pyridin-5-yl)phenyl)-N-methylmethanamine FC=1C=C(C=C(C1C=1C=C2C(=CN1)NN=C2C=2C=NN(C2)C)F)CNC